CN1CCC(CC1)C(=O)N[C@@H](C)C1=NC(=NO1)C1=CC(=NC=C1)C(F)(F)F (S)-1-methyl-N-(1-(3-(2-(trifluoromethyl)pyridin-4-yl)-1,2,4-oxadiazol-5-yl)ethyl)piperidine-4-carboxamide